BrC1=CC(=C(N1C1=CC=C(C#N)C=C1)C)C(CN1C2[C@@H](CC1CC2)O)=O (+-)-4-(5-bromo-3-(2-((2R)-2-hydroxy-7-azabicyclo[2.2.1]heptan-7-yl)acetyl)-2-methyl-1H-pyrrol-1-yl)benzonitrile